ClC1=CC2=C(C=N1)N(C(N2[C@@H]2C[C@@H]([C@H](C2)NC(OC(C)(C)C)=O)O)=O)C([2H])([2H])[2H] tert-Butyl ((1S,2S,4S)-4-(6-chloro-3-(methyl-d3)-2-oxo-2,3-dihydro-1H-imidazo[4,5-c]pyridin-1-yl)-2-hydroxycyclopentyl)carbamate